C(CCCCCCCCCCCC)OC([C@@H](N)[C@H](O)C)=O threonine tridecyl ester